N[C@@H](C)C(=O)C(CN)C1=CNC=N1 β-Alanylhistamin